3-(3-benzyloxy-1-hydroxy-propyl)-3-cyano-azetidine-1-carboxylic acid tert-butyl ester C(C)(C)(C)OC(=O)N1CC(C1)(C#N)C(CCOCC1=CC=CC=C1)O